3-chloro-4-hydroxyl-2'-(3-(2-hydroxypropane-2-yl)-1H-pyrazol-1-yl)-5',6-dimethyl-2H-[1,4'-bipyridyl]-2-one ClC=1C(N(C(=CC1O)C)C1=CC(=NC=C1C)N1N=C(C=C1)C(C)(C)O)=O